ClC=1C(=NC=CC1C1=NC(=C(C=C1)CN(C(OC(C)(C)C)=O)C[C@H]1NC(CC1)=O)OC(F)F)C1=C(C(=CC=C1)NC1=NC=CC(=C1F)C=O)Cl tert-butyl (S)-((3'-chloro-2'-(2-chloro-3-((3-fluoro-4-formylpyridin-2-yl)amino)phenyl)-6-(difluoromethoxy)-[2,4'-bipyridin]-5-yl)methyl)((5-oxopyrrolidin-2-yl)methyl)carbamate